CC=1C=C2C(=NC1)N(C=C2)C2CNCC2 5-methyl-1-(S)-pyrrolidin-3-yl-1H-pyrrolo[2,3-b]pyridine